C(C)OC1=C(C=C(C=C1)CC)C1(OCCC1)C(=O)NS(=O)(=O)C=1C=2C=CC(=NC2C=CC1)C 2-(2-ethoxy-5-ethyl-phenyl)-N-(2-methyl-quinoline-5-sulfonyl)oxolane-2-carboxamide